C(C)(C)(C)OC(NC1CCN(CC1)C1=CC(=C(C=C1)C)C(NC1(CC1)C1=CC=CC2=CC=CC=C12)=O)=O tert-Butyl(1-(4-methyl-3-((1-(naphthalen-1-yl)cyclopropyl)carbamoyl)phenyl)piperidin-4-yl)carbamate